(S)-3-(8-chloronaphthalen-1-yl)-4-fluoro-7-methyl-9,10,11,12-tetrahydro-7H-pyrazino[1',2':4,5]pyrazino[2,3-c][1,6]naphthyridin-8(8aH)-one ClC=1C=CC=C2C=CC=C(C12)C1=NC=C2C3=C(C=NC2=C1F)N(C([C@H]1N3CCNC1)=O)C